thiodidecyl alcohol S(CCCCCCCCCCO)CCCCCCCCCCO